4-[3-[2,6-Dichloro-4-(6-methyl-2,6-diazaspiro[3.3]heptan-2-yl)benzoyl]-2,4-dihydro-1,3-benzoxazin-8-yl]-5-fluoro-2-morpholin-4-ylbenzoic acid ClC1=C(C(=O)N2COC3=C(C2)C=CC=C3C3=CC(=C(C(=O)O)C=C3F)N3CCOCC3)C(=CC(=C1)N1CC3(C1)CN(C3)C)Cl